C(C)(C)C1=C(C=CC)C=CC=C1 ortho-iso-propyl-(methyl)styrene